[Na].[Bi].[Ca] calcium-bismuth sodium